ClC=1C=C2C(=CC(=NC2=CC1)C(F)(F)F)NCC1(CNC1)C1=CC=CC=C1 6-Chloro-N-((3-phenylazetidin-3-yl)methyl)-2-(trifluoromethyl)quinolin-4-amine